2-(trifluoromethyl)-3-vinylbenzene FC(C1=CC=CC=C1C=C)(F)F